OC[C@H]1O[C@@]2([C@@H](CCO2)C2=CC=CC=C2)[C@@H]([C@H]([C@H]1O)N1N=NC(=C1)C1=CC(=C(C(=C1)F)F)F)O (4S,5S,7R,8R,9S,10R)-7-(hydroxymethyl)-4-phenyl-9-(4-(3,4,5-trifluorophenyl)-1H-1,2,3-triazol-1-yl)-1,6-dioxaspiro[4.5]decan-8,10-diol